tert-Butyl 2-(3-carbamoyl-5-(4,4,5,5-tetramethyl-1,3,2-dioxaborolan-2-yl)-1H-indol-1-yl)acetate C(N)(=O)C1=CN(C2=CC=C(C=C12)B1OC(C(O1)(C)C)(C)C)CC(=O)OC(C)(C)C